dimethyl-2,2'-azobisbutyrate COC(C(CC)N=NC(C(=O)OC)CC)=O